7H-furo[3,4-b]pyridin-5-one N1=C2C(=CC=C1)C(OC2)=O